CB(C1=CC=C(C=C1)C=CN(C1=CC=C(C=C1)OC)C1=CC=C(C=C1)OC)C N-(2-(4-(dimethylboryl)phenyl)-vinyl)-N,N-bis(p-methoxyphenyl)amine